CN1C=[NH+]CC1 4,5-dihydro-1-methylimidazolium